COCOC=1C=CC(=NC1)COC=1C=CC2=C(N=C(O2)C=2C=NC=CC2)C1 5-{[5-(methoxymethoxy)pyridin-2-yl]methoxy}-2-(pyridin-3-yl)-1,3-benzoxazole